ClC=1C=C(C=CC1)C=1N=CNC1C=1C=CC2=C(N(C=N2)C)C1 6-(4-(3-Chlorophenyl)-1H-imidazol-5-yl)-1-methyl-1H-benzo[d]imidazole